6-(cyclopropanecarboxamido)-4-((3-(cyclopropylthio)pyridin-2-yl)amino)-N-(methyl-d3)pyridazine-3-carboxamide C1(CC1)C(=O)NC1=CC(=C(N=N1)C(=O)NC([2H])([2H])[2H])NC1=NC=CC=C1SC1CC1